COC=1C=C2CCN(C(C2=CC1)=O)C1=NC=CC=C1 6-Methoxy-2-(2-pyridyl)-3,4-dihydroisoquinolin-1-one